(S)-ethyl 2-((2R,3S,6R)-2,3-bis(4-chlorophenyl)-6-(4-iodobenzyl)-5-oxomorpholino)pentanoate ClC1=CC=C(C=C1)[C@H]1O[C@@H](C(N([C@H]1C1=CC=C(C=C1)Cl)[C@H](C(=O)OCC)CCC)=O)CC1=CC=C(C=C1)I